(5s,8s)-4-(benzyloxy)-8-(2-(2-(2-bromoethoxy)ethoxy)ethoxy)-3-mesityl-1-oxaspiro[4.5]dec-3-en-2-one C(C1=CC=CC=C1)OC1=C(C(OC12CCC(CC2)OCCOCCOCCBr)=O)C2=C(C=C(C=C2C)C)C